(S)-(1-(2-(benzyloxy)ethyl)cyclopentyl)(2,3-dichloro-6-fluorophenyl)methylamine C(C1=CC=CC=C1)OCCC1(CCCC1)NCC1=C(C(=CC=C1F)Cl)Cl